NC1=NC=CC(=C1C#CC(C)(C)O)OC1=C(C=C(C=C1)NC(=O)C=1C=NN(C1C(F)(F)F)C1=NC=CC=C1F)F N-(4-((2-amino-3-(3-hydroxy-3-methylbut-1-yne-1-yl)pyridin-4-yl)oxy)-3-fluorophenyl)-1-(3-fluoropyridin-2-yl)-5-(trifluoromethyl)-1H-pyrazole-4-carboxamide